BrC=1C=C(CN2N=C3N([C@@H](CCC3)C(=O)N3C[C@H]([C@H](C3)F)F)C2=O)C=CC1 (5S)-2-(3-Bromobenzyl)-5-{[(3R,4S)-3,4-difluoropyrrolidin-1-yl]carbonyl}-5,6,7,8-tetrahydro[1,2,4]triazolo[4,3-a]pyridin-3(2H)-one